methyl 3,5-bis(2-(methylthio)pyrimidin-5-yl)benzoate CSC1=NC=C(C=N1)C=1C=C(C(=O)OC)C=C(C1)C=1C=NC(=NC1)SC